(7-(benzyloxy)-4-chloroquinolin-3-yl)(2,4-dimethylphenyl)methanone C(C1=CC=CC=C1)OC1=CC=C2C(=C(C=NC2=C1)C(=O)C1=C(C=C(C=C1)C)C)Cl